4-Methoxyphenyl 2-amino-3,6-di-O-benzyl-2-deoxy-β-D-glucopyranoside N[C@H]1[C@H](OC2=CC=C(C=C2)OC)O[C@@H]([C@H]([C@@H]1OCC1=CC=CC=C1)O)COCC1=CC=CC=C1